BrC=1C(=C(OCCC(C(=O)C2=CC=C(C=C2)F)F)C(=CC1)C)F 4-(3-bromo-2-fluoro-6-methylphenoxy)-2-fluoro-1-(4-fluorophenyl)-butan-1-one